2-butyl-1-nitroso-1,3-diazaspiro[4.4]non-2-en-4-one C(CCC)C=1N(C2(C(N1)=O)CCCC2)N=O